(E)-1-(6-cyclopropoxypyridin-3-yl)-N-(2,2,2-trifluoroethyl)methanimine C1(CC1)OC1=CC=C(C=N1)\C=N\CC(F)(F)F